5-(8-fluoro-2-methylimidazo[1,2-a]pyridin-6-yl)-N-methyl-7H-pyrrolo[2,3-d]pyrimidin-2-amine FC=1C=2N(C=C(C1)C1=CNC=3N=C(N=CC31)NC)C=C(N2)C